N-[6-ethyl-2-[4-(hydroxymethyl)cyclohexyl]indazol-5-yl]-6-(trifluoromethyl)pyridine-2-carboxamide C(C)C=1C(=CC2=CN(N=C2C1)C1CCC(CC1)CO)NC(=O)C1=NC(=CC=C1)C(F)(F)F